CIS-1-METHOXY-1-DECENE CO\C=C/CCCCCCCC